BrC=1C(=NN(C1)CC(F)F)C(=O)OC Methyl 4-bromo-1-(2,2-difluoroethyl)pyrazole-3-carboxylate